3-(8,9,10,11-tetrahydro-3H-pyrazolo[4,3-a]phenanthridin-7-yl)pyridin-2(1H)-one C1=NNC=2C1=C1C=3CCCCC3C(=NC1=CC2)C=2C(NC=CC2)=O